N-[(1S,2S)-2-Hydroxycyclohexyl]-4-[4-(6-fluoropyridin-2-yl)-benzyl]-pyrrolo[1,2-b]pyridazine-2-carboxamide O[C@@H]1[C@H](CCCC1)NC(=O)C=1C=C(C=2N(N1)C=CC2)CC2=CC=C(C=C2)C2=NC(=CC=C2)F